ClC1=CC=C2C(=C(NC2=C1OC)C1=NC(=NN1)C(F)(F)F)C=1C=NNC1 6-chloro-7-methoxy-3-(1H-pyrazol-4-yl)-2-(3-(trifluoromethyl)-1H-1,2,4-triazol-5-yl)-1H-indole